6-chloro-3-cyclopropyl-4-(2,2-difluoroethoxy)pyridazine ClC1=CC(=C(N=N1)C1CC1)OCC(F)F